copper(i) acetate C(C)(=O)[O-].[Cu+]